4-[4-Cyano-6-(2,6-dimethyl-benzyl)-3-hydroxy-pyridin-2-yl]-4-oxo-butyric acid C(#N)C1=C(C(=NC(=C1)CC1=C(C=CC=C1C)C)C(CCC(=O)O)=O)O